methyl 2-(1-cyanocyclopropyl)-3-fluoro-4,5-dihydroxy-6-methylbenzoate C(#N)C1(CC1)C1=C(C(=O)OC)C(=C(C(=C1F)O)O)C